N1(CCCCCC1)C=1C(=NC=C(N1)NC(=O)C1CC1)C(=O)O (azepan-1-yl)-5-(cyclopropanecarbonylamino)pyrazine-2-carboxylic acid